BrC1=CC=C(S1)C(CC(=O)OC)=O methyl 3-(5-bromothien-2-yl)-3-oxopropanoate